2-(1-tert-butylperoxy-1-methylethyl)-9H-thioxanthene C(C)(C)(C)OOC(C)(C)C1=CC=2CC3=CC=CC=C3SC2C=C1